(S)-3-(3-chloro-4-fluorophenyl)-1-ethyl-1-(2,2,2-trifluoro-1-(1-methoxyisoquinolin-4-yl)ethyl)urea ClC=1C=C(C=CC1F)NC(N([C@H](C(F)(F)F)C1=CN=C(C2=CC=CC=C12)OC)CC)=O